1,1'-azobis(1-acetoxy-1-phenylmethane) N(=NC(OC(C)=O)C1=CC=CC=C1)C(C1=CC=CC=C1)OC(C)=O